P(OCC)(OCC)=O diethyl phosphonoate